[Cl-].[Cl-].C1(=CC=CC=C1)[SiH](C1=CC=CC=C1)[Zr+2](C1C(=C(C=C1C)C)C)C1C(=C(C=C1C)C)C diphenylsilylbis(2,3,5-trimethylcyclopentadienyl)zirconium dichloride